FC(C1=CC=C(C=C1)C1=CN=CC2=C1N=CNC2=O)(F)F 8-(4-(trifluoromethyl)phenyl)pyrido[4,3-d]pyrimidin-4(3H)-one